CCCCCCCCCCCC(CC(=O)O[C@H]1[C@@H]([C@H](OC([C@@H]1N)OP(=O)(O)OP(=O)(O)OC[C@@H]2[C@H]([C@H]([C@@H](O2)N3C=CC(=O)NC3=O)O)O)CO)O)O The molecule is a UDP-amino sugar having 3-O-(3-hydroxytetradecanoyl)-D-glucosamine as the amino sugar component. It derives from an UDP-D-glucosamine. It is a conjugate acid of an UDP-3-O-(3-hydroxytetradecanoyl)-D-glucosamine(1-).